O=C1NC2=C(SC1CC(=O)NCC1CCOCC1)N=CC=C2 2-(2-oxo-2,3-dihydro-1H-pyrido[2,3-b][1,4]thiazin-3-yl)-N-((tetrahydro-2H-pyran-4-yl)methyl)acetamide